CC1(CCN(CC1)C=1OC2=C(C=C(C=C2C(C1)=O)C)C(C)NC1=C2C(NC(C2=CC=C1)=O)=O)C 4-((1-(2-(4,4-Dimethylpiperidin-1-yl)-6-methyl-4-oxo-4H-chromen-8-yl)ethyl)amino)isoindoline-1,3-dione